C(C)(C)(C)N1N=C(C=C1)S(=O)(=O)Cl 1-(tert-butyl)-1H-pyrazole-3-sulfonyl chloride